ClC1=CC=C2C(=CC(=NC2=C1)C1=CC=C(C=C1)CC#N)N1CCOCC1 2-(4-(7-chloro-4-(morpholin-4-yl)quinolin-2-yl)phenyl)acetonitrile